2,2-dimethyl-4-(2-(piperazin-1-ylmethyl)-5-(trifluoromethyl)phenyl)but-3-ynoic acid CC(C(=O)O)(C#CC1=C(C=CC(=C1)C(F)(F)F)CN1CCNCC1)C